C1NCC12CC(C2)OC2=C(C=CC=C2)C2=CC(=NO2)NC=2C(=NC=CN2)C#N (5-(2-(2-azaspiro[3.3]hept-6-yloxy)phenyl)isoxazol-3-ylamino)pyrazine-2-carbonitrile